NC1CC(C1)C[O-] (3-aminocyclobutyl)methoxide